(5-(6-(4-(2-chloro-5-fluorophenoxy)piperidin-1-yl)pyridazin-3-yl)-1,3,4-thiadiazol-2-yl)methanol ClC1=C(OC2CCN(CC2)C2=CC=C(N=N2)C2=NN=C(S2)CO)C=C(C=C1)F